COC=1C=C(C=CC1)C(CO)C(=O)C(CO)C1=CC(=CC=C1)OC 1-(3-methoxyphenyl)-2-hydroxyethyl ketone